1-[2-(azetidin-1-yl)-2-oxo-ethyl]-6-(3,4-difluorophenyl)-3-methyl-imidazo[4,5-b]pyridin-2-one N1(CCC1)C(CN1C(N(C2=NC=C(C=C21)C2=CC(=C(C=C2)F)F)C)=O)=O